PHOSPHORUS PENTAFLUORIDE P(F)(F)(F)(F)F